S1C=CC=C1C#C 5-thiophenylacetylene